N-(2-aminoethyl)-3-aminopropyl-trimethoxymethylsilane NCCNCCC[SiH2]C(OC)(OC)OC